2,6-dichloropyridine-3-boronic acid pinacol ester ClC1=NC(=CC=C1B1OC(C)(C)C(C)(C)O1)Cl